(3aR,5s,6aS)-N-(4-cyclopropyl-6-(2,3,5-trifluorophenyl)pyridazin-3-yl)-2-((tetrahydro-2H-pyran-4-yl)methyl-d2)octahydrocyclopenta[c]pyrrol-5-amine C1(CC1)C1=C(N=NC(=C1)C1=C(C(=CC(=C1)F)F)F)NC1C[C@@H]2[C@@H](CN(C2)C([2H])([2H])C2CCOCC2)C1